ortho-hydroxybenzyl alcohol OC1=C(CO)C=CC=C1